4-Bromo-5-fluoro-benzothiophene-2-carboxylic acid methyl ester COC(=O)C=1SC2=C(C1)C(=C(C=C2)F)Br